FC(OC[C@@H](CCCN1C(C=2C=CC(=NC2C=C1)C1=NC=C(C=C1)C(F)(F)F)=O)NC=1C=NNC(C1C(F)(F)F)=O)F (R)-6-(5-(difluoromethoxy)-4-((6-oxo-5-(trifluoromethyl)-1,6-dihydropyridazin-4-yl)amino)pentyl)-2-(5-(trifluoromethyl)pyridin-2-yl)-1,6-naphthyridin-5(6H)-one